ClC=1C=C2C=C(NC2=CC1)CNC(N(C1CN(CCC1)C(=O)C1=CC(=NN1)C)C)=O 3-[(5-chloro-1H-indol-2-yl)methyl]-1-methyl-1-[1-(3-methyl-1H-pyrazole-5-carbonyl)piperidin-3-yl]urea